O=C1NC(CCC1C1=NN(C2=C(C=CC=C12)OC1CCN(CC1)C(=O)C1(CCC1)C#N)C)=O 1-(4-((3-(2,6-Dioxopiperidin-3-yl)-1-methyl-1H-indazol-7-yl)oxy)piperidine-1-carbonyl)cyclobutane-1-carbonitrile